3-ethynyl-N-(3-fluoro-4-((4-methylpiperazin-1-yl)methyl)phenyl)-4-methylbenzamide C(#C)C=1C=C(C(=O)NC2=CC(=C(C=C2)CN2CCN(CC2)C)F)C=CC1C